4-((2,4-dimethoxybenzylidene)amino)-5-methyl-4H-1,2,4-triazole-3-thiol COC1=C(C=NN2C(=NN=C2C)S)C=CC(=C1)OC